(S)-N-(3-chloro-4-cyanophenyl)-3-(4-cyanophenoxy)-2-hydroxy-2-methylpropanamide ClC=1C=C(C=CC1C#N)NC([C@@](COC1=CC=C(C=C1)C#N)(C)O)=O